8-hydroxy-2-methyl-5-nitroisoquinolin-1(2H)-one OC=1C=CC(=C2C=CN(C(C12)=O)C)[N+](=O)[O-]